5-bromo-4-isobutoxypyridin-2-amine BrC=1C(=CC(=NC1)N)OCC(C)C